OC1=CC=C(C=CC(=O)SCCNC(CCNC([C@@H](C(COP(OP(OC[C@@H]2[C@H]([C@H]([C@@H](O2)N2C=NC=3C(N)=NC=NC23)O)OP(=O)(O)O)(=O)O)(=O)O)(C)C)O)=O)=O)C=C1 4-hydroxycinnamoyl-coa